ClC=1C=C(C2=C(C(=CO2)COC2=C(C=CC=C2)CC(=O)OCC)C1)NC1CCCC1 ethyl 2-(2-((5-chloro-7-(cyclopentylamino)benzofuran-3-yl)methoxy)phenyl)acetate